C1(CCCCC1)N(C(CCN1C(=NC2=C1C=C(C=C2)F)C2CN(CCC2)C(=O)OCC)=O)CC Ethyl 3-(1-{3-[cyclohexyl(ethyl)amino]-3-oxopropyl}-6-fluoro-1H-benzimidazol-2-yl)piperidine-1-carboxylate